1-(3-methoxy-1-phenylpropyl)-1H-pyrazole COCCC(C1=CC=CC=C1)N1N=CC=C1